1-tert-butyl N-benzyloxycarbonyl-L-glutamate C(C1=CC=CC=C1)OC(=O)N[C@@H](CCC(=O)[O-])C(=O)OC(C)(C)C